C(=O)(O)CCNC(C(=O)O)CC(=O)O 2-(2-carboxyethylamino)succinic acid